CC1=NN(C(=N1)C)CCC(=O)N1CC(OCC1)C1=NC(=CC=C1)CC1=CC=C(C=C1)F 3-(3,5-dimethyl-1H-1,2,4-triazol-1-yl)-1-(2-(6-(4-fluorobenzyl)pyridin-2-yl)morpholino)propan-1-one